(19R)-16-fluoro-10,19-dimethyl-3-(2,2,2-trifluoroethyl)-20-oxa-3,4,10,11,23-pentaazapentacyclo[19.3.1.02,6.08,12.013,18]pentacosa-1(24),2(6),4,8,11,13,15,17,21(25),22-decaen-22-amine FC1=CC=C2C3=NN(C=C3CC=3C=NN(C3C3=CN=C(C(O[C@@H](C2=C1)C)=C3)N)CC(F)(F)F)C